C(=O)(OCC1C2=CC=CC=C2C2=CC=CC=C12)N[C@@H](CSSC(C)(C)C)C(=O)O fmoc-S-tert-butylthio-L-cysteine